3-Amino-2',3'-dichloro-2-fluoro-[1,1'-biphenyl]-4-carboxylic acid NC=1C(=C(C=CC1C(=O)O)C1=C(C(=CC=C1)Cl)Cl)F